FC=1C=C(C=C(C1)F)C1CC=NN1C(=O)C12CC(C1)(C2)C(C2=NC=NC(=C2)OC)F (5-(3,5-difluorophenyl)-4,5-dihydro-1H-pyrazol-1-yl)(3-(fluoro(6-methoxypyrimidin-4-yl)methyl)bicyclo[1.1.1]-pentan-1-yl)methanone